5-[2-(benzyloxy)-4-bromo-6-fluorophenyl]-1λ6,2,5-thiadiazolidine-1,1,3-trione C(C1=CC=CC=C1)OC1=C(C(=CC(=C1)Br)F)N1CC(NS1(=O)=O)=O